tert-butyl (S)-4-(7-(6-(bis(4-methoxybenzyl)amino)-4-methylpyridin-2-yl)-6-chloro-2,8-difluoroquinazolin-4-yl)-3-methylpiperazine-1-carboxylate COC1=CC=C(CN(C2=CC(=CC(=N2)C2=C(C=C3C(=NC(=NC3=C2F)F)N2[C@H](CN(CC2)C(=O)OC(C)(C)C)C)Cl)C)CC2=CC=C(C=C2)OC)C=C1